C(C=C)(=O)N1CC(CCC1)C=1C=C(C=CC1)NCC1=CC=C(C=C1)NC1=NC=C(C(=N1)NC1=C(C[N-]C(C)C)C=CC=C1)C(F)(F)F 2-((2-((4-(((3-(1-acryloylpiperidin-3-yl)phenyl)amino)methyl)phenyl)amino)-5-(trifluoromethyl)pyrimidin-4-yl)amino)-N-isopropylbenzyl-Amide